4-(4-(4-(aminomethyl)-2,6-difluorophenoxy)-1H-pyrrolo[2,3-b]pyridin-3-yl)-N-(pyridin-3-ylmethyl)pyridin-2-amine NCC1=CC(=C(OC2=C3C(=NC=C2)NC=C3C3=CC(=NC=C3)NCC=3C=NC=CC3)C(=C1)F)F